C(C)(C)(C)C=1N=C(SC1)C=O 4-tert-butylthiazole-2-carbaldehyde